FC1=C(C=C(C(=C1)F)F)C1=CC=C2CCC(C2=C1)NC(O[C@@H]1CN2CCC1CC2)=O (S)-quinuclidin-3-yl (6-(2,4,5-trifluorophenyl)-2,3-dihydro-1H-inden-1-yl)carbamat